O1CCC(=CC1)\C=N\O (E)-1-(3,6-dihydro-2H-pyran-4-yl)-N-hydroxymethanimine